2-[[(2,4-dimethoxyphenyl)methylamino]methyl]benzoic acid COC1=C(C=CC(=C1)OC)CNCC1=C(C(=O)O)C=CC=C1